COC(=O)C=1C=NC=2C=C(C(NC2C1)=O)CC 7-ethyl-6-oxo-5H-1,5-naphthyridine-3-carboxylic acid methyl ester